1-(4,4-difluorochroman-8-yl)ethan-1-amine hydrochloride Cl.FC1(CCOC2=C(C=CC=C12)C(C)N)F